(E)-6-((2-((1-(3-chlorophenyl)-2,5-dioxopyrrolidin-3-ylidene)methyl)phenoxy)methyl)picolinamide ClC=1C=C(C=CC1)N1C(\C(\CC1=O)=C\C1=C(OCC2=CC=CC(=N2)C(=O)N)C=CC=C1)=O